4-ethoxy-1,3-benzenediformyl chloride C(C)OC1=C(C=C(C=C1)C(=O)Cl)C(=O)Cl